C(C1=CC=CC=C1)SC1=NC(=NC(=C1Br)C1=CC=C(C=C1)F)NC(C)(C)C 4-(benzylthio)-5-bromo-N-(tert-butyl)-6-(4-fluorophenyl)pyrimidin-2-amine